C(C)(C)(C)OC(=O)N1CCC(=CC1)C=1N=C(SC1)Br.C(C)(C)(CC)C=1C(=C(C=C(C1)C(C)(C)CC)N1N=C2C(=N1)C=CC=C2)O 2-(3,5-di-t-amyl-2-hydroxyphenyl)benzotriazole tert-butyl-4-(2-bromothiazol-4-yl)-3,6-dihydropyridine-1(2H)-carboxylate